C(#N)C1=CC=C(C=C1)C1=CC=C(S1)CC(=O)OC(C)(C)C tert-butyl 2-[5-(4-cyanophenyl)thiophen-2-yl]acetate